FC(F)(F)N1C(C(C2=CC=CC=C12)=CC)=O trifluoromethyl-ethylideneoxindole